(3-chloro-2-methoxyphenyl)-aminobenzoic acid ClC=1C(=C(C=CC1)C=1C(=C(C(=O)O)C=CC1)N)OC